3-((2-(2,6-dioxopiperidin-3-yl)-1-oxoisoindolin-4-yl)oxy)propyl 4-(4-((3-benzyl-9-methyl-4H,6H-thieno[2,3-e][1,2,4]triazolo[3,4-c][1,4]oxazepin-2-yl)ethynyl)-1H-pyrazol-1-yl)butanoate C(C1=CC=CC=C1)C1=C(SC=2N3C(COCC21)=NN=C3C)C#CC=3C=NN(C3)CCCC(=O)OCCCOC3=C2CN(C(C2=CC=C3)=O)C3C(NC(CC3)=O)=O